(S)-2-((5-(2-(6-amino-2-methylhexan-3-yl)-2,6-diazaspiro[3.4]octan-6-yl)-1,2,4-triazin-6-yl)oxy)-N-ethyl-5-fluoro-N-isopropylbenzamide formate C(=O)O.NCCC[C@@H](C(C)C)N1CC2(C1)CN(CC2)C=2N=CN=NC2OC2=C(C(=O)N(C(C)C)CC)C=C(C=C2)F